C(C)OC(=O)C1=C(C=CC=C1)NC(=O)C1=CC(=C(C(=O)OCC)C=C1O)O ethyl 4-(2-(ethoxycarbonyl) phenylaminocarbonyl)-2,5-dihydroxybenzoate